Phenyl (2S,3S)-3-(4-chlorophenyl)-3-[(1R)-1-(4-chlorophenyl)-7-fluoro-1-hydroxy-5-[(1S)-1-hydroxy-1-(oxan-4-yl)propyl]-3-oxo-2,3-dihydro-1H-isoindol-2-yl]-2-methylpropanoate ClC1=CC=C(C=C1)[C@H]([C@@H](C(=O)OC1=CC=CC=C1)C)N1[C@@](C2=C(C=C(C=C2C1=O)[C@](CC)(C1CCOCC1)O)F)(O)C1=CC=C(C=C1)Cl